1-ethyl-3-(hydroxymethyl)pyridin-2(1H)-one C(C)N1C(C(=CC=C1)CO)=O